CSN1N=CC=C1N (methylthio)-1H-pyrazol-5-amine